(Z)-10-heptadecenoic acid methyl ester COC(CCCCCCCC\C=C/CCCCCC)=O